2,6-dihexylbenzoquinone C(CCCCC)C=1C(C(=CC(C1)=O)CCCCCC)=O